NC1=CC=C(C=C1)N1CCN(CC1)C1CCC2(CCN(CC2)C2=CC(=NC=C2)C(=O)NC2C(NC(CC2)=O)=O)CC1 4-[9-[4-(4-aminophenyl)piperazin-1-yl]-3-azaspiro[5.5]undecan-3-yl]-N-(2,6-dioxo-3-piperidyl)pyridine-2-carboxamide